CC1(OC2=C(O1)C=CC=C2C2=CC(=C(OCCCC(=O)OCC)C(=C2)F)F)C ethyl 4-[4-(2,2-dimethyl-benzo[1,3]dioxol-4-yl)-2,6-difluoro-phenoxy]-butanoate